((5-amino-1-(benzenesulfonyl)-1H-pyrrolo[2,3-b]pyridin-4-yl)amino) Pyrrolidine-1-carboxylate N1(CCCC1)C(=O)ONC1=C2C(=NC=C1N)N(C=C2)S(=O)(=O)C2=CC=CC=C2